2-chlorobenzo[B]naphthalene ClC=1C=CC=2C(=CC3=CC=CC=C3C2)C1